2-(6-{5-chloro-2-[(oxacyclohex-4-yl)amino]pyrimidin-4-yl}-1-oxo-2,3-dihydro-1H-isoindol-2-yl)-N-(2,3-dihydro-1H-inden-1-yl)acetamide ClC=1C(=NC(=NC1)NC1CCOCC1)C1=CC=C2CN(C(C2=C1)=O)CC(=O)NC1CCC2=CC=CC=C12